tert-butyl (3R)-3-{[2-fluoro-6-(methylcarbamoyl)pyridin-3-yl]oxy}pyrrolidine-1-carboxylate FC1=NC(=CC=C1O[C@H]1CN(CC1)C(=O)OC(C)(C)C)C(NC)=O